Calcium chloride Calcium [Ca+2].[Cl-].[Ca+2].[Cl-].[Cl-].[Cl-]